C(=O)C=1C=C(C=C2C(C=C(OC12)N1C[C@H](OCC1)C)=O)C(=O)N(C)C 8-formyl-N,N-dimethyl-2-[(2R)-2-methylmorpholin-4-yl]-4-oxo-chromene-6-carboxamide